[Cu].C12=NN=C(N1)N=C1N=CC(=N1)C=C1C=CC(N1)=CC=1C=CC(N1)=C2 tetraazaporphyrin copper